5,5-difluoro-1-(furan-2-yl)-3-(trifluoromethyl)-1,4,5,6-tetrahydrocyclopenta[b]pyrrol-4-ol FC1(C(C2=C(N(C=C2C(F)(F)F)C=2OC=CC2)C1)O)F